C(C)(C)(C)OC(N(C(CCO)C=1SC(=CC1)C)O)=O N-hydroxy-N-[3-hydroxy-1-(5-methyl-2-thienyl)propyl]carbamic acid tert-butyl ester